NC1=C(C=CC(=C1)C(=O)O)C(=O)O 2-amino-1,4-benzenedicarboxylic acid